C(C)(C)(C)OC(=O)N1CC(=CC=C1)C=1C=NC=CC1 3,3'-bipyridine-1(2H)-carboxylic acid tert-butyl ester